N-((2-chlorothiazol-5-yl)methyl)-4-(5-(3,4,5-trifluorophenyl)-5-(trifluoromethyl)-4,5-dihydroisoxazol-3-yl)-2-methyl-N-methylbenzamide ClC=1SC(=CN1)CN(C(C1=C(C=C(C=C1)C1=NOC(C1)(C(F)(F)F)C1=CC(=C(C(=C1)F)F)F)C)=O)C